methyl 4-(N-(6-((4-(((tert-butoxycarbonyl)amino)methyl)-1H-pyrazol-1-yl)methyl)-4-methoxy benzo[d]isoxazol-3-yl) sulfamoyl)benzoate C(C)(C)(C)OC(=O)NCC=1C=NN(C1)CC1=CC2=C(C(=NO2)NS(=O)(=O)C2=CC=C(C(=O)OC)C=C2)C(=C1)OC